N1(CCN(CCNCCC1)CC1=C(C(=CC(=C1)C)CN)O)CC1=C(C(=CC(=C1)C)CN)O 2,2'-[1,4,7-triazecane-1,4-diylbis(methylene)]bis[6-(aminomethyl)-4-methylphenol]